FC1=C2C=CC=NC2=CC(=C1C(C)N1C=NC=2C1=NC(=CN2)C=2C=NN(C2)C)F 5,7-difluoro-6-(1-(6-(1-methyl-1H-pyrazol-4-yl)-1H-imidazo[4,5-b]pyrazin-1-yl)ethyl)quinoline